9-((2-(2,6-dioxopiperidin-3-yl)-1,3-dioxoisoindolin-4-yl)amino)nonanoate O=C1NC(CCC1N1C(C2=CC=CC(=C2C1=O)NCCCCCCCCC(=O)[O-])=O)=O